(S)-2-((S)-1,2-dihydroxypropan-2-yl)-N'-((2,4,5,6-tetrahydro-1H-cyclobuta[f]inden-3-yl)carbamoyl)thiazole-5-sulfonimidamide OC[C@](C)(O)C=1SC(=CN1)[S@](=O)(N)=NC(NC1=C2C(=CC=3CCCC13)CC2)=O